[K].[Rb].[Li] lithium-rubidium potassium